FC1=C(C(=CC(=C1)C)OCOC)C=1C(NC(=NN1)SC)C 6-(2-fluoro-6-(methoxymethoxy)-4-methylphenyl)-5-methyl-3-(methylthio)-4,5-dihydro-1,2,4-triazine